7,8-dihydro-1H-pyrano[3,2-d]pyrimidine-2,4(3H,6H)-dione N1C(NC(C2=C1CCCO2)=O)=O